P(=S)([O-])([O-])[O-].[Li+].[Li+].[Li+] lithium thio-phosphate